C(C)(C)N(P(O[C@@H]1[C@H](O[C@H](C1)N1C2=NC=NC(=C2N=C1)NC(C1=CC=CC=C1)=O)COC(C1=CC=CC=C1)(C1=CC=C(C=C1)OC)C1=CC=C(C=C1)OC)OCCC#N)C(C)C (2R,3S,5R)-5-(6-benzamido-9H-purin-9-yl)-2-((bis(4-methoxyphenyl)(phenyl)methoxy) methyl)tetrahydrofuran-3-yl (2-cyanoethyl) diisopropylphosphoramidite